FC(C1=CC2=CNC=C2C=C1)(F)F 5-(Trifluoromethyl)isoindole